CN(C)CC1=NC(=CC=C1N1CCC(CC1)(O)COCCCCC(=O)O)NC1=C2C(NCC2=C(C=C1)C1=CN=C2N1C=CC(=C2)F)=O 5-[(1-{2-[(dimethylamino)methyl]-6-[(7-{7-fluoroimidazo[1,2-a]pyridin-3-yl}-3-oxo-1,2-dihydroisoindol-4-yl)amino]pyridin-3-yl}-4-hydroxypiperidin-4-yl)methoxy]pentanoic acid